trans-((5-Difluoromethylpyridin-2-yl)oxy)-cyclohexanecarboxylic acid hydrazide FC(C=1C=CC(=NC1)OC1(CCCCC1)C(=O)NN)F